C(C)(C)(C)OC(=O)N1CCN(CC1)C1=CC=C(C=N1)C1=CC(=C2CN(C(C2=C1)=O)C(C(=O)O)C1=C2N(C=N1)CCC2)F [6-[6-(4-tert-butoxycarbonylpiperazin-1-yl)-3-pyridyl]-4-fluoro-1-oxo-isoindolin-2-yl]-2-(6,7-dihydro-5H-pyrrolo[1,2-c]imidazol-1-yl)acetic acid